O=C1NC(CCC1C1=CC=C(OC2CCC(CC2)C(=O)N2CCC(CC2)N2N=C3C=C(C(=CC3=C2)NC(C2=NC(=CC=C2)C(F)(F)F)=O)OC)C=C1)=O N-(2-(1-((1r,4r)-4-(4-(2,6-dioxopiperidin-3-yl)phenoxy)cyclohexane-1-carbonyl)piperidin-4-yl)-6-methoxy-2H-indazol-5-yl)-6-(trifluoromethyl)picolinamide